CN(CCCOC1=C(C=C2C=CC(=NC2=C1)OC1=CC=CC=C1)OC)C 7-{[3-(dimethylamino)propyl]oxy}-6-methoxy-2-phenoxyquinoline